O1NCCCC=C1 2,3,4,5-tetrahydro-1,2-oxaazepin